(R)-1'-(5-Amino-1-(2,2,3,3,3-pentafluoropropyl)-1H-pyrazole-4-carbonyl)-6-chloro-5-fluorospiro[benzo[d][1,3]oxazine-4,3'-piperidin]-2(1H)-one NC1=C(C=NN1CC(C(F)(F)F)(F)F)C(=O)N1C[C@@]2(CCC1)C1=C(NC(O2)=O)C=CC(=C1F)Cl